(6Z,19Z,22Z)-octacosa-6,19,22-trien-10-ol CCCCC\C=C/CCC(CCCCCCCC\C=C/C\C=C/CCCCC)O